dithioethylamine CC(N)(S)S